NCCCN1[C@@H](CCC1)COC1=NC2=C(C(=CC=C2C(=N1)N1C[C@H]2CC[C@@H](C1)N2C(=O)OC(C)(C)C)C2=CNC1=CC=CC(=C21)CCO)F tert-butyl (1R,5S)-3-(2-(((S)-1-(3-aminopropyl)pyrrolidin-2-yl)methoxy)-8-fluoro-7-(4-(2-hydroxyethyl)-1H-indol-3-yl)quinazolin-4-yl)-3,8-diazabicyclo[3.2.1]octane-8-carboxylate